C[C@H]1CN(CCN1C)C1=C(N)C=C(C(=C1)F)C1=NC(=NC=C1)N1CCOCC1 (S)-2-(3,4-dimethylpiperazin-1-yl)-4-fluoro-5-(2-morpholinopyrimidin-4-yl)aniline